2,6,7-trioxa-1-phosphabicyclo[2.2.2]oct-4-yl-methyl-3,5-di-butyl-4-hydroxyhydrocinnamate P12OCC(CO1)(CO2)C(C(=O)[O-])(CC2=CC(=C(C(=C2)CCCC)O)CCCC)C